ClC1=C(C=C2C=C(N=CC2=C1)NC(=O)[C@@H]1COC2(CCC2)C1)C1CCN(CC1)[C@]1(COC[C@H]1O)C (7S)-N-(7-chloro-6-(1-((3S,4S)-4-hydroxy-3-methyltetrahydrofuran-3-yl)piperidin-4-yl)isoquinolin-3-yl)-5-oxaspiro[3.4]octane-7-carboxamide